NC1CN(CC1)O 3-amino-hydroxyl-pyrrolidine